C(C1=CC=CC=C1)OC(C(C=C)(F)F)C=1OC(=NN1)C1=NC(=C(C=C1[N+](=O)[O-])C(F)(F)F)O[C@@H](CCC=C)C 2-(1-benzyloxy-2,2-difluorobut-3-enyl)-5-[6-[(1R)-1-methylpent-4-enoxy]-3-nitro-5-(trifluoromethyl)-2-pyridinyl]-1,3,4-oxadiazole